3-(1H-pyrazol-4-yl)-1,2,4-oxadiazol N1N=CC(=C1)C1=NOC=N1